N[C@H]1CN(CCC1)C=1N=C(C(=NC1)C(=O)N)NC1=CC=C(C=C1)S(=O)(=O)C (R)-5-(3-aminopiperidin-1-yl)-3-((4-(methylsulfonyl)phenyl)amino)pyrazine-2-carboxamide